6-{[2-(1-methylpyrazol-4-yl)-4-pyridyl]oxy}-3-(tetrahydropyran-4-ylmethyl)quinazolin-4-one CN1N=CC(=C1)C1=NC=CC(=C1)OC=1C=C2C(N(C=NC2=CC1)CC1CCOCC1)=O